O1C(CCCC1)O[C@@H]1C[C@H](N(C1)C(=O)OC)C(=O)[O-] methyl (2S,4R)-4-tetrahydropyran-2-yloxypyrrolidine-1,2-dicarboxylate